BrC=1C(=CC(=C(C1)C(=O)C1CCC1)O)F (5-bromo-4-fluoro-2-hydroxyphenyl)(cyclobutyl)methanone